(1R,4s)-4-((5-Amino-2-(((S)-1-hydroxypropan-2-yl)amino)pyrimidin-4-yl)amino)-1-methylcyclohexane-1-carboxamide NC=1C(=NC(=NC1)N[C@H](CO)C)NC1CCC(CC1)(C(=O)N)C